C(=O)(OC(C)(C)C)CCCCN 4-(Boc)butylamine